[(2,6-Dichloro-5-fluoro-pyridine-3-carbonyl)amino] 2,2-dimethylpropanoate CC(C(=O)ONC(=O)C=1C(=NC(=C(C1)F)Cl)Cl)(C)C